(5-fluoroisoindolin-2-yl)-3-isopropyl-N-(3-(methylsulfonylamino)phenyl)-7-(1H-pyrazol-4-yl)pyrazolo[1,5-a]pyrimidine-2-carboxamide FC=1C=C2CN(CC2=CC1)C1=NC=2N(C(=C1)C=1C=NNC1)N=C(C2C(C)C)C(=O)NC2=CC(=CC=C2)NS(=O)(=O)C